CS(=O)(=O)C1=CC=C(C=C1)[C@H](C1CCN(CC1)C(=O)C=1C=CC2=C(NC(CO2)=O)C1)C1=CC=CC=C1 6-[4-[(R)-(4-methylsulfonylphenyl)-phenyl-methyl]piperidine-1-carbonyl]-4H-1,4-benzoxazin-3-one